Adenosyl monophosphate P(=O)(OC[C@@H]1[C@H]([C@H]([C@@H](O1)N1C=NC=2C(N)=NC=NC12)O)O)([O-])[O-]